CC/C=C\\CC1C(O1)C/C=C\\C/C=C\\C/C=C\\C/C=C\\CCC(=O)O The molecule is an EpDPE obtained by formal epoxidation of the 16,17-double bond of docosa-4,7,10,13,16,19-hexaenoic acid. It has a role as a metabolite. It derives from an all-cis-docosa-4,7,10,13,16,19-hexaenoic acid. It is a conjugate acid of a (4Z,7Z,10Z,13Z,19Z)-16,17-epoxydocosapentaenoate.